FC1=CC=C(C=C1)C(CNC1=NC=C(C=N1)C(=O)NC1(CC1)C(=O)N)(C)C 1-[(2-{[2-(4-fluorophenyl)-2-methylpropyl]amino}pyrimidin-5-yl)carbonylamino]cyclopropane-carboxamide